2-Anthraquinone-sulfonic acid C1=C(C=CC=2C(C3=CC=CC=C3C(C12)=O)=O)S(=O)(=O)O